Racemic-trans-3-((5-ethoxytetrahydro-2H-pyran-2-yl)methyl)-6-fluoro-2-methyl-1H-indole C(C)O[C@H]1CC[C@@H](OC1)CC1=C(NC2=CC(=CC=C12)F)C |r|